ClC1=C(C(=CC=C1Cl)OC)[C@H]1CCNC(C1)=O (2s,4s)-4-(2,3-dichloro-6-methoxyphenyl)-6-oxopiperidine